1-hexadecanoyl-2-(8E,11E,14E-eicosatrienoyl)-sn-glycero-3-phosphocholine CCCCCCCCCCCCCCCC(=O)OC[C@H](COP(=O)([O-])OCC[N+](C)(C)C)OC(=O)CCCCCC/C=C/C/C=C/C/C=C/CCCCC